1-(4-(piperazin-1-ylmethyl)piperidin-1-yl)ethan-1-one N1(CCNCC1)CC1CCN(CC1)C(C)=O